NC1=C(C=CC(=C1)C(NC)=O)N[C@@H]([C@@H](C(=O)OC)O)CC1=CC=CC=C1 methyl (2s,3r)-3-((2-amino-4-(methylcarbamoyl) phenyl) amino)-2-hydroxy-4-phenylbutyrate